1-[2-{(2E)-2-[(3-methylphenyl)methylidene]hydrazinyl}-4-(morpholin-4-yl)-5,7-dihydro-6H-pyrrolo[3,4-d]pyrimidin-6-yl]prop-2-en-1-one CC=1C=C(C=CC1)\C=N\NC=1N=C(C2=C(N1)CN(C2)C(C=C)=O)N2CCOCC2